(3,5-Dichloro-pyridin-4-yl)-[4-Fluoro-3-(7-morpholin-4-yl-quinazolin-4-yl)phenyl]-methanol ClC=1C=NC=C(C1C(O)C1=CC(=C(C=C1)F)C1=NC=NC2=CC(=CC=C12)N1CCOCC1)Cl